potassium calcium magnesium water O.[Mg].[Ca].[K]